C(C)C1=CC=C(C=C1)C1=CC=C(C=C1)[C@@H]1CC[C@H](CC1)CCC 4-ethyl-4'-(trans-4-propylcyclohexyl)biphenyl